(3S,4S)-8-(8-((8-bromoquinolin-4-yl)thio)imidazo[1,2-c]pyrimidin-5-yl)-3-methyl-2-oxa-8-azaspiro[4.5]decan-4-amine BrC=1C=CC=C2C(=CC=NC12)SC=1C=2N(C(=NC1)N1CCC3([C@@H]([C@@H](OC3)C)N)CC1)C=CN2